BrC=1N=C(N(N1)C)NCCC(F)(F)F 5-Bromo-2-methyl-N-(3,3,3-trifluoropropyl)-1,2,4-triazol-3-amin